tert-butyl (1-(6-bromopyridin-3-yl)-4-methylpiperidin-4-yl)carbamate BrC1=CC=C(C=N1)N1CCC(CC1)(C)NC(OC(C)(C)C)=O